O[C@H]1C[C@H](CC1)C=1C=C(N(N1)C(C)(C)C)NC1=CC2=C(CCS2(=O)=O)C=C1 6-({5-[(1S,3R)-3-hydroxycyclopentyl]-2-(2-methylpropan-2-yl)pyrazol-3-yl}amino)-2,3-dihydro-1λ6-benzothiophene-1,1-dione